tert-butyl (R)-4-(5-(5-((2R,6S)-2,6-dimethylpiperazin-1-yl)-1-((2-(trimethylsilyl)ethoxy)methyl)-1H-pyrazolo[4,3-d]pyrimidin-3-yl)pyridin-2-yl)-2-methylpiperazine-1-carboxylate C[C@H]1N([C@H](CNC1)C)C=1N=CC2=C(N1)C(=NN2COCC[Si](C)(C)C)C=2C=CC(=NC2)N2C[C@H](N(CC2)C(=O)OC(C)(C)C)C